ClC1=CC=C2C(=CC(=NC2=C1)C=1C=C(C(=O)O)C=C(C1)O)N1C=NC=C1 3-(7-chloro-4-(1H-imidazol-1-yl)quinolin-2-yl)-5-hydroxybenzoic acid